FC1=C(C(=C(C(=C1/C=C/C(=O)O)F)O)O)F trifluoro-caffeic acid